8-((2S,5R)-2,5-diethylpiperazin-1-yl)-5-methyl-6-oxo-5,6-dihydroimidazo[1,2-b]pyridazine-2-carbaldehyde O-methyloxime CON=CC=1N=C2N(N(C(C=C2N2[C@H](CN[C@@H](C2)CC)CC)=O)C)C1